1,8-dichloro-3-(5-(difluoromethyl)-1,3,4-thiadiazol-2-yl)-N-(1-(fluoromethyl)cyclopropyl)imidazo[1,5-a]pyridine-6-sulfonamide ClC=1N=C(N2C1C(=CC(=C2)S(=O)(=O)NC2(CC2)CF)Cl)C=2SC(=NN2)C(F)F